C1(CC1)C=1SC(=CC1NC(N)=O)C 3-(2-cyclopropyl-5-methylthiophen-3-yl)urea